Methyl-((((1S,4R)-4-(2-amino-6-methoxy-9H-purin-9-yl)cyclopent-2-en-1-yl)methoxy) (4-bromophenoxy)phosphoryl)-L-alaninat CN([C@@H](C)C(=O)[O-])P(=O)(OC1=CC=C(C=C1)Br)OC[C@@H]1C=C[C@@H](C1)N1C2=NC(=NC(=C2N=C1)OC)N